2-(4-fluoro-phenyl)-6-methyl-2H-benzotriazol-5-ylamine FC1=CC=C(C=C1)N1N=C2C(=N1)C=C(C(=C2)N)C